2-(((2-cyclobutylethyl)amino)methyl)-6-(3-(1-(4-methyl-4H-1,2,4-triazol-3-yl)cyclobutyl)phenyl)-4-(trifluoromethyl)-1,6-dihydro-7H-pyrrolo[2,3-c]pyridin-7-one C1(CCC1)CCNCC1=CC2=C(C(N(C=C2C(F)(F)F)C2=CC(=CC=C2)C2(CCC2)C2=NN=CN2C)=O)N1